C(C1=CC=CC=C1)NC1=NN=C(C2=CC=CC=C12)C1=CC=C(C=C1)CCC N-benzyl-4-(4-propylphenyl)phthalazine-1-amine